C(CCCCCCCCCCCCCCCCC)OC(CCSCCC(=O)OCCCCCCCCCCCCCCCCCC)=O distearyl-3,3'-thio-dipropionate